N-(4-fluoro-3-methylphenyl)-1,2,4-trimethyl-5-(2-((1-(4-methylthiazol-2-yl)cyclopentyl)amino)-2-oxoacetyl)-1H-pyrrole-3-carboxamide FC1=C(C=C(C=C1)NC(=O)C1=C(N(C(=C1C)C(C(=O)NC1(CCCC1)C=1SC=C(N1)C)=O)C)C)C